C(C)S(=O)(=O)C=1C=C(C=NC1C1=NC2=C(C=NC(=C2)C(F)(F)F)N1C)NC(CC)=O N-[5-ethylsulfonyl-6-[3-methyl-6-(trifluoromethyl)imidazo[4,5-c]pyridin-2-yl]-3-pyridinyl]propionamide